7-((tert-butoxycarbonyl)(3-nitrobenzyl)amino)-3-ethylpyrazolo[1,5-a]pyrimidine C(C)(C)(C)OC(=O)N(C1=CC=NC=2N1N=CC2CC)CC2=CC(=CC=C2)[N+](=O)[O-]